N[C@@H]1CN(CCC1)C1=C(C=NC(=C1)NC1=NC(=NC=C1)C1=C(C=CC=C1OC)F)C=1C=NC(=CC1)C1CCOCC1 (S)-4-(3-aminopiperidin-1-yl)-N-(2-(2-fluoro-6-methoxyphenyl)pyrimidin-4-yl)-6'-(tetrahydro-2H-pyran-4-yl)-[3,3'-bipyridin]-6-amine